CC(CCC1=C(C=CC(=C1)C)S(=O)(=O)[O-])(CCC1=C(C=CC(=C1)C)S(=O)(=O)[O-])C 3,3-dimethylpentane-1,5-diylbis(4-methylbenzenesulfonate)